N1(N=NC=C1)NCC(COC1(C(OC2=CC=CC=C2C1C)=O)CC1=CC=CC=C1)O 3-(((1H-1,2,3-triazol-1-yl)amino)-2-hydroxypropoxy)-3-benzyl-4-methyl-2H-chromen-2-one